C(CC(O)(C(=O)O)CC(=O)O)(=O)O.[C@H]1(OCCC2=CC=CC=C12)[C@]1(CN(CC1)C(C)(C)C=1C=CC(=NC1)C)CCC=1SC=CC1 |o1:13,23| 5-(2-((R or S)-3-((R or S)-isochroman-1-yl)-3-(2-(thiophen-2-yl)ethyl)pyrrolidin-1-yl)propan-2-yl)-2-methylpyridine citrate